C(C)(C)(C)C1=CC=C(C(=O)NCC2=CC=CC3=CC=CC=C23)C=C1 4-(tert-butyl)-N-(naphthalen-1-ylmethyl)benzamide